methyl (1S)-4'-chloro-3'-hydroxy-3-oxo-3'-(trifluoromethyl)-2',3'-dihydrospiro[cyclohexane-1,1'-indene]-4-carboxylate ClC1=C2C(C[C@]3(C2=CC=C1)CC(C(CC3)C(=O)OC)=O)(C(F)(F)F)O